2-hydroxy-1-{4-[2-(2-hydroxyethoxy)ethoxy]phenyl}-2-Methylpropane-1-one OC(C(=O)C1=CC=C(C=C1)OCCOCCO)(C)C